FC1([C@H](N(C[C@H]1NS(=O)(=O)C)C(=O)NC1=NOC2=C1C(=CC(=C2)F)C2=C(C=C(C=C2F)F)F)CO)F (2R,4R)-3,3-difluoro-N-[6-fluoro-4-(2,4,6-trifluorophenyl)-1,2-benzoxazol-3-yl]-2-(hydroxymethyl)-4-[(methanesulfonyl)amino]pyrrolidine-1-carboxamide